(S)-N-[2-((R)-3-Fluoro-pyrrolidin-1-yl)-5-methyl-6-morpholin-4-yl-pyridin-3-yl]-2-methyl-butyramide F[C@H]1CN(CC1)C1=NC(=C(C=C1NC([C@H](CC)C)=O)C)N1CCOCC1